IC1=CNC2=CC=CC(=C12)OC 3-iodo-4-methoxy-1H-indole